3-(3-methyl-2-oxo-1,3-benzoxazol-6-yl)piperidine-1-carboxylic acid tert-butyl ester C(C)(C)(C)OC(=O)N1CC(CCC1)C1=CC2=C(N(C(O2)=O)C)C=C1